[C@H](C)(CC)N1N=C(C2=NC=C(C=C21)C(=O)NC2(CCS(CC2)(=O)=O)C)C2=CC(=NC=C2F)OC(F)F (S)-1-(sec-butyl)-3-(2-(difluoromethoxy)-5-fluoropyridin-4-yl)-N-(4-methyl-1,1-dioxidotetrahydro-2H-thiopyran-4-yl)-1H-pyrazolo[4,3-b]pyridine-6-carboxamide